COC=1C=C(C(=O)N(NC(=O)C2=C(C3=C(OCCO3)C=C2)C)C(C(C)(C)C)CC)C=C(C1C)OC 5-methyl-2,3-dihydro-benzo[1,4]dioxine-6-carboxylic acid N'-(3,5-dimethoxy-4-methyl-benzoyl)-N'-(1-ethyl-2,2-dimethyl-propyl)-hydrazide